9-methyl-9-azabicyclo[3.3.1]nonan-3-amine CN1C2CC(CC1CCC2)N